5-bromobenzo[d][1,3]dioxol-2,2-d2 BrC1=CC2=C(OC(O2)([2H])[2H])C=C1